4-(N'-hydroxycarbamimidoyl)benzoic acid methyl ester COC(C1=CC=C(C=C1)C(N)=NO)=O